ClC1=C2C(=C(N=N1)Cl)NC=C2 4,7-dichloro-1H-pyrrolo[2,3-d]pyridazine